C(C)C=1C(=C(N=NC1CC)SC1=CC(=CC=C1)O)C#N 5,6-diethyl-3-[(3-hydroxyphenyl)sulfanyl]pyridazine-4-carbonitrile